CC(C)C1=C(N)C(=CC=C1)C 2-(1-methylethyl)-6-methylaniline